(6-bromopyridin-3-yl)-5-fluoro-1,3-dihydrospiro[indene-2,4'-piperidine] BrC1=CC=C(C=N1)N1CCC2(CC1)CC1=CC=C(C=C1C2)F